NC=1C=CC(=NC1)N1N=C(C(=C1)C1=CN=C(N1C)C(=O)NC1=CC(=C(C=C1)C(N[C@@H]1C[C@@H](C1)NC([C@H]1NC[C@@H](C1)O)=O)=O)Cl)C(F)(F)F 5-[1-(5-amino-2-pyridyl)-3-(trifluoromethyl)pyrazol-4-yl]-N-[3-chloro-4-[cis-[3-[[(2S,4R)-4-hydroxyprolyl]amino]cyclobutyl]carbamoyl]phenyl]-1-methyl-imidazole-2-carboxamide